(1-((2-methoxy-4-pyridinyl)methyl)-1H-pyrazol-4-yl)methylamine hydrochloride Cl.COC1=NC=CC(=C1)CN1N=CC(=C1)CN